CN1C(C(=CC2=CC=CC=C12)C1=CC=C(C2=C1OCCO2)CCC(=O)O)=O 3-(8-(1-methyl-2-oxo-1,2-dihydroquinolin-3-yl)-2,3-dihydrobenzo[b][1,4]dioxin-5-yl)propionic acid